2-((2-hexyl-1-decyl)thio)ethanol C(CCCCC)C(CSCCO)CCCCCCCC